O1CCN(CC12CCOCC2)C(=O)C2=NOC(=N2)C2=C(C(=C(C(=C2)F)F)O)F (1,9-dioxa-4-azaspiro[5.5]undecan-4-yl)(5-(2,4,5-trifluoro-3-hydroxyphenyl)-1,2,4-oxadiazol-3-yl)methanone